C(C)(C)C1=C(C(=CC=C1)C(C)C)N1C(=NC=C1)C1=CC2=C(N(C(N2)=O)C2=CC=CC=C2)C=C1 5-(1-(2,6-diisopropylphenyl)-1H-imidazol-2-yl)-1-phenyl-1,3-dihydro-2H-benzo[d]imidazol-2-one